NC1=C(C=C(OC=2C=C(C(=O)O)C=C(C2)OC2=CC(=C(C=C2)N)OC)C=C1)OC 3,5-bis(4-amino-3-methoxyphenoxy)benzoic acid